N-((2-(6-((cis)-2,6-dimethylmorpholino)-4-fluoropyridin-2-yl)-1,6-naphthyridin-7-yl)methyl)-3-(1,1,2,2-tetrafluoroethoxy)benzamide C[C@@H]1O[C@@H](CN(C1)C1=CC(=CC(=N1)C1=NC2=CC(=NC=C2C=C1)CNC(C1=CC(=CC=C1)OC(C(F)F)(F)F)=O)F)C